[4-Methyl-2-(trifluoromethyl)pyridine-3-yl]methanol CC1=C(C(=NC=C1)C(F)(F)F)CO